6-(piperidin-2-yl)-2H-indazole N1C(CCCC1)C=1C=CC2=CNN=C2C1